N1(CCC1)C(CC[C@@H](C(=O)O)NC)=O (2S)-5-(azetidin-1-yl)-2-(meth-ylamino)-5-oxo-pentanoic acid